8-bromo-N-(1-cyanochloropropyl)-3-formylimidazo[1,2-a]pyridine-6-sulfonamide BrC=1C=2N(C=C(C1)S(=O)(=O)NC(CCCl)C#N)C(=CN2)C=O